C1(CCC1)CN1C(N(CC12CCC(CC2)(C2=CC=CC=C2)N(C)C)C2=NC=C(C=N2)C(=O)N)=O cis-2-[1-(cyclobutyl-methyl)-8-dimethylamino-2-oxo-8-phenyl-1,3-diazaspiro[4.5]decan-3-yl]-pyrimidine-5-carboxylic acid amide